CN(C=1C=C(CNC(=S)NCC2=CSC=C2)C=CC1C)C 1-(3-(dimethylamino)-4-methylbenzyl)-3-(thiophene-3-ylmethyl)thiourea